FC1(CCN(CC1)C1=C(C(=O)NC2=CC(=NC=C2)S(N)(=O)=O)C=C(C=N1)C1=CC=CC=C1)F 2-(4,4-Difluoropiperidin-1-yl)-5-phenyl-N-(2-sulfamoylpyridin-4-yl)nicotinamide